[Br-].C(C1=CC=CC=C1)[N+](CC)(CCCl)CCCl benzyl-bis(2-chloroethyl)ethylammonium bromide